N-(4-carboxy-2,5-dihydroxyphenyl)amide C(=O)(O)C1=CC(=C(C=C1O)[NH-])O